2-CYANO-3,3-DIMETHYL-4-OXO-PENTANOIC ACID C(#N)C(C(=O)O)C(C(C)=O)(C)C